(7-((4-chloro-2-fluorobenzyl)amino))-3,4-dihydroisoquinolin ClC1=CC(=C(CNC2=CC=C3CCN=CC3=C2)C=C1)F